glycolamide pelargonate C(CCCCCCCC)(=O)O.C(CO)(=O)N